C(CCCCCCCCCCCCCCCCC)N(CCCCCCCCCCCCCCCCCC)C(C(=O)O)CC=O (Dioctadecylamino)-4-oxobutanoic acid